N-methyl-4-(N-methyl-N-phenylsulfamoyl)-N-phenylbenzamide CN(C(C1=CC=C(C=C1)S(N(C1=CC=CC=C1)C)(=O)=O)=O)C1=CC=CC=C1